2,2-diethyl-6-[3-(6-methoxy-3-pyridyl)-1,2,4-oxadiazol-5-yl]chroman-4-one C(C)C1(OC2=CC=C(C=C2C(C1)=O)C1=NC(=NO1)C=1C=NC(=CC1)OC)CC